(S)-tert-Butyl 4-(2-((3-(((benzyloxy)carbonyl)amino)phenyl)amino)-2-oxoethyl)-3-(trifluoromethyl)piperazine-1-carboxylate C(C1=CC=CC=C1)OC(=O)NC=1C=C(C=CC1)NC(CN1[C@@H](CN(CC1)C(=O)OC(C)(C)C)C(F)(F)F)=O